C(C)OC(=O)C=1C(N=C(NC1C)C(F)(F)F)=O 6-methyl-4-oxo-2-(trifluoromethyl)-1H-pyrimidine-5-carboxylic acid ethyl ester